N1=CC=C2C=3C(=CC=CC13)C(N2)=O pyrrolo[2,3,4-de]quinolin-5(4H)-one